1-hexyl-2,3-dimethylimidazolium chloride [Cl-].C(CCCCC)N1C(=[N+](C=C1)C)C